C(C)(C)(C)N(C(O)=O)[C@@H](CC1=CC=C(C=C1)C1=CC=C(C=C1)C#N)C#N.BrC1=CC=C(C=C1)C1=NC2=C(C=CC=C2C(=N1)C(=O)NCCCl)Cl 2-(4-bromophenyl)-8-chloro-N-(2-chloroethyl)quinazoline-4-carboxamide tert-Butyl-[(1S)-1-cyano-2-(4'-cyanobiphenyl-4-yl)ethyl]carbamate